C(C)(=O)C1=CC=2C(C3=CC=CC=C3C(C2C=C1)=O)=O 2-acetyl-anthraquinone